C1(=CC=CC2=CC=CC=C12)C(=O)O naphthaleneFormic acid